(6-((Diphenylmethylene)amino)-4-((2-methoxyphenyl)amino)pyridin-2-yl)(4-phenyl-piperazin-1-yl)methanone C1(=CC=CC=C1)C(C1=CC=CC=C1)=NC1=CC(=CC(=N1)C(=O)N1CCN(CC1)C1=CC=CC=C1)NC1=C(C=CC=C1)OC